ClC=1C=C(C=CC1)N1C(=NN=C1C)[C@@H]1CC[C@H](CC1)OC1=NC=CC=C1 trans-2-((4-(4-(3-chlorophenyl)-5-methyl-4H-1,2,4-triazol-3-yl)cyclohexyl)oxy)pyridine